FC(C(=O)O)(F)F.FC(OC1=CC=C(C=C1)C1CNCC1)(F)F 3-[4-(trifluoromethoxy)phenyl]pyrrolidine trifluoroacetate